bis(2-(4-(4,6-diphenyl-1,3,5-triazin-2-yl)-3-hydroxyphenoxy) ethyl) dodecanedioate C(CCCCCCCCCCC(=O)OCCOC1=CC(=C(C=C1)C1=NC(=NC(=N1)C1=CC=CC=C1)C1=CC=CC=C1)O)(=O)OCCOC1=CC(=C(C=C1)C1=NC(=NC(=N1)C1=CC=CC=C1)C1=CC=CC=C1)O